4-(4-amino-1H-pyrazol-1-yl)-6-(1-methyl-1H-pyrazol-4-yl)pyrazolo[1,5-a]Pyridine-3-carbonitrile hydrochloride Cl.NC=1C=NN(C1)C=1C=2N(C=C(C1)C=1C=NN(C1)C)N=CC2C#N